4-(1H-tetrazol-5-yl)piperidine N1N=NN=C1C1CCNCC1